[Cl-].C(CCCCCCCCCCC)[N+](C)(C)C Dodecyl-trimethyl-ammonium Chloride